C(C(C)(C)C)=O Pivalaldehyd